CN(C(=O)C1=CC2=CC=CC(=C2C=C1)OC1=CC=C(C=C1)C(F)(F)F)C N,N-dimethyl-5-(4-(trifluoromethyl)phenoxy)naphthalene-2-carboxamide